tert-Butyl 4-(2-(piperidin-1-yl)ethoxy)phenethylcarbamate N1(CCCCC1)CCOC1=CC=C(CCNC(OC(C)(C)C)=O)C=C1